3-chloro-6-(7-(2,2,6,6-tetramethyl-1,2,3,6-tetrahydropyridin-4-yl)imidazo[1,2-a]pyrimidin-2-yl)quinolin-7-ol ClC=1C=NC2=CC(=C(C=C2C1)C=1N=C2N(C=CC(=N2)C=2CC(NC(C2)(C)C)(C)C)C1)O